C(OOOOCCCCCCCCCCNCCCCC)(=O)[O-] tetraoxa-16-azahenicosanoate